C(C)(C)(C)C1=C(C=CC(=C1)OCCCCCO)O 2-tert-butyl-4-(5'-hydroxy-pentyloxy)phenol